N-(2-methoxy-5-(pyridin-2-yl)phenyl)pentanamide COC1=C(C=C(C=C1)C1=NC=CC=C1)NC(CCCC)=O